1-[(2S)-4-fluoro-2-({[4-(3-phenyl-1H-pyrrolo[3,2-b]pyridin-2-yl)pyridin-3-yl]oxy}methyl)-2,3-dihydro-1H-pyrrol-1-yl]prop-2-en-1-one FC=1C[C@H](N(C1)C(C=C)=O)COC=1C=NC=CC1C1=C(C2=NC=CC=C2N1)C1=CC=CC=C1